C1(CCCC1)CN1C[C@@H](CCC1)C1=NN2C(=NC=3C(=CC=CC3C2=N1)OC)N 2-((3R)-1-(cyclopentylmethyl)piperidin-3-yl)-7-methoxy[1,2,4]triazolo[1,5-c]quinazolin-5-amine